NC1=C(C=C(C=N1)NC(C(=O)N(C1COC2=C1C=CC(=C2)C(F)(F)F)CC2CC2)=O)C N1-(6-amino-5-methylpyridin-3-yl)-N2-(cyclopropylmethyl)-N2-(6-(trifluoromethyl)-2,3-dihydrobenzofuran-3-yl)oxalamide